1-(tert-butyl) 3-ethyl 2-cyclopropylmalonate C1(CC1)C(C(=O)OC(C)(C)C)C(=O)OCC